[Si](C1=CC=CC=C1)(C1=CC=CC=C1)(C(C)(C)C)OC/C=C(/CO)\C (2E)-4-[(tert-butyldiphenylsilyl)oxy]-2-methylbut-2-en-1-ol